tert-butyl (4-(4-amino-3-(2-aminobenzo[d]oxazol-5-yl)-1H-pyrazolo[3,4-d]pyrimidin-1-yl)butyl)(methyl)carbamate NC1=C2C(=NC=N1)N(N=C2C=2C=CC1=C(N=C(O1)N)C2)CCCCN(C(OC(C)(C)C)=O)C